CC1(OB(OC1(C)C)C1=CC=C(C=C1)C(C)N1CCOCC1)C 4-[1-[4-(4,4,5,5-tetramethyl-1,3,2-dioxaborolan-2-yl)phenyl]ethyl]morpholine